BrC1=C(CN2C(N(C(C3=CC=C(C=C23)C(=O)NCC2=C(C=C(C=C2F)F)F)C)C)=O)C(=CC=C1)F 1-(2-bromo-6-fluorobenzyl)-3,4-dimethyl-2-oxo-N-(2,4,6-trifluorobenzyl)-1,2,3,4-tetrahydroquinazoline-7-carboxamide